CC1CC(CCCCCCCCCCCC1)=O 3-methylcyclopentadecan-1-one